methyl-Boc-L-serine tert-Butyl-(3R)-3-[[(4aR,10bS)-3,4,4a,5,6,10b-hexahydro-2H-1,10-phenanthrolin-1-yl]methyl]-5-(3-oxomorpholin-4-yl)-3,4-dihydro-1H-isoquinoline-2-carboxylate C(C)(C)(C)C1N([C@H](CC2=C(C=CC=C12)N1C(COCC1)=O)CN1CCC[C@H]2CCC3=CC=CN=C3[C@@H]12)C(=O)OC[C@H](N(C(=O)OC(C)(C)C)C)C(=O)O